tert-Butyl {2-[(pyridin-2-ylsulfanyl)acetyl]-2,3-dihydro-1H-isoindol-5-yl}carbamate N1=C(C=CC=C1)SCC(=O)N1CC2=CC=C(C=C2C1)NC(OC(C)(C)C)=O